(-)-(2-Fluorophenyl)(5-{[2-(4-isopropylphenyl)-imidazo[1,2-a]pyridin-3-yl]methyl}-2,5-diazabicyclo[2.2.2]oct-2-yl)methanon FC1=C(C=CC=C1)C(=O)N1C2CN(C(C1)CC2)CC2=C(N=C1N2C=CC=C1)C1=CC=C(C=C1)C(C)C